ClC=1C=C(C=C(C1)C1=NOC(=N1)C)C(C(=O)Cl)C(=O)Cl 2-(3-chloro-5-(5-methyl-1,2,4-oxadiazol-3-yl)phenyl)malonyl chloride